sodium methyltris(perfluoro-phenyl)borate C[B-](C1=C(C(=C(C(=C1F)F)F)F)F)(C1=C(C(=C(C(=C1F)F)F)F)F)C1=C(C(=C(C(=C1F)F)F)F)F.[Na+]